N-(2-methoxy-3-methyl-5-(4,4,5,5-tetramethyl-1,3,2-dioxaborolan-2-yl)benzyl)-N-methylethanamine COC1=C(CN(CC)C)C=C(C=C1C)B1OC(C(O1)(C)C)(C)C